C1(=CC=CC=C1)N1N=NNC1S 1-phenyl-4H-tetrazole-5-thiol